5-((1S)-1-(6-chloro-1,1-dioxido-3,4-dihydro-2H-pyrido[2,3-e][1,2]thiazin-2-yl)-2-(6-fluoro-2,3-dimethylphenyl)propyl)-1,3,4-oxadiazol-2(3H)-one ClC=1C=CC2=C(CCN(S2(=O)=O)[C@@H](C(C)C2=C(C(=CC=C2F)C)C)C2=NNC(O2)=O)N1